CC=1C=C(C=C(C1N1N=CC(=C1)C(F)(F)F)C)C(CCC)N1N=C2C=CC(=CC2=C1)C(=O)O 2-(1-(3,5-dimethyl-4-(4-(trifluoromethyl)-1H-pyrazol-1-yl)phenyl)butyl)-2H-indazole-5-carboxylic acid